2-[[[4-(hydroxymethyl)-7-(4-isopropylphenyl)-2,3-dihydrobenzofuran-5-yl]amino]methyl]prop-2-enehydroxamic acid OCC1=C(C=C(C2=C1CCO2)C2=CC=C(C=C2)C(C)C)NCC(C(=O)NO)=C